methyl (R)-2-acetamido-3-(4-(N-hydroxyacetamido)phenyl)propanoate C(C)(=O)N[C@@H](C(=O)OC)CC1=CC=C(C=C1)N(C(C)=O)O